[Cu].[Al].[Zn].C(C=C)(=O)NC=1C=C(C(=O)NC2=CC(=CC=C2)CNC2=CC(=NC=3N2N=CC3C(C)C)O[C@H]3CN(CCC3)CCO)C=CC1 (R)-3-acrylamido-N-(3-(((5-((1-(2-hydroxyethyl)piperidin-3-yl)oxy)-3-isopropylpyrazolo[1,5-a]pyrimidin-7-yl)amino)methyl)phenyl)Benzamide Zinc-Aluminum-Copper